7-(5-(2-(dimethylphosphoryl)-4-fluorophenoxy)pyrimidin-4-yl)-2,7-diazaspiro[4.4]Nonane-2-carboxylic acid tert-butyl ester C(C)(C)(C)OC(=O)N1CC2(CC1)CN(CC2)C2=NC=NC=C2OC2=C(C=C(C=C2)F)P(=O)(C)C